FC1=CC=C(CNC(=O)C2=NNC(=C2)C=2C=C(C=CC2)C=2OC(=CN2)C(=O)NC(CC)CC)C=C1 2-(3-(3-((4-Fluorobenzyl)Carbamoyl)-1H-Pyrazol-5-Yl)Phenyl)-N-(Pentan-3-yl)Oxazole-5-Carboxamide